C1(=CC=CC=C1)CCCC1C(C1)C(=O)[O-] 2-(3-phenylpropyl)cyclopropane-1-carboxylate